C1(CC1)CN1C(=CC2=CC=CC(=C12)C1CCN(CC1)C(=O)C1OCCCC1)C1=NN2C(C(=CC(=C2)C(=O)O)OC)=C1C 2-(1-(cyclopropylmethyl)-7-(1-(tetrahydro-2H-pyran-2-carbonyl)piperidin-4-yl)-1H-indol-2-yl)-4-methoxy-3-methylpyrazolo[1,5-a]pyridine-6-carboxylic acid